methyl-3-(4-fluorophenyl)-3-oxo-propionamidine CC(C(=N)N)C(=O)C1=CC=C(C=C1)F